C1(CCCCCC1)NC(C(C1CCN(CC1)CC)N(C(CCCCCCC\C=C/CCCCCCCC)=O)C(CCCCCCCC)CCCCCCCC)=O N-(2-(cycloheptylamino)-1-(1-ethylpiperidin-4-yl)-2-oxoethyl)-N-(heptadecan-9-yl)oleamide